(R)-5-(2-(neopentylamino)-7H-pyrrolo[2,3-d]pyrimidin-5-yl)-N-(1,1,1-trifluoropropan-2-yl)pyrazolo[1,5-a]pyridine-3-carboxamide C(C(C)(C)C)NC=1N=CC2=C(N1)NC=C2C2=CC=1N(C=C2)N=CC1C(=O)N[C@@H](C(F)(F)F)C